C1(CCCC1)[Si](COC)(COC)C1CCCC1 dicyclopentyl-bis(methoxymethyl)silane